N1=C2C(=NC=C1N[C@@H](C)C=1C=C(C=CC1)NC(C1=CN=C(C=C1)OC(F)F)=O)NC=C2 (S)-N-(3-(1-((5H-pyrrolo[2,3-b]pyrazin-2-yl)amino)ethyl)phenyl)-6-(difluoromethoxy)nicotinamide